3-amino-3-(2',6'-dichloro-4-fluoro-5-methyl-[1,1'-biphenyl]-3-yl)propionic acid ethyl ester C(C)OC(CC(C=1C=C(C=C(C1F)C)C1=C(C=CC=C1Cl)Cl)N)=O